4-(3-((2-(2-Fluorophenyl)-4-((methylamino)methyl)-1H-pyrrol-1-yl)sulfonyl)phenyl)-3,6-dihydro-2H-thiopyran 1,1-dioxide FC1=C(C=CC=C1)C=1N(C=C(C1)CNC)S(=O)(=O)C=1C=C(C=CC1)C=1CCS(CC1)(=O)=O